NCCCN(CCCNC(OC(C)(C)C)=O)CCO[Si](C)(C)C(C)(C)C tert-butyl N-[3-[3-aminopropyl-[2-[tert-butyl(dimethyl)silyl]oxyethyl]amino]propyl]carbamate